NC1=NN=NN1C1=CC=C(C=C1)C(=O)O 5-amino-1-(4-carboxyl-phenyl)-tetrazole